(1R,2S,5S)-N-(Benzo[d]thiazol-5-ylmethyl)-N-(4,4-difluorocyclohexyl)-3-((R)-N,4-dimethylphenylsulfonimidoyl)-3-azabicyclo[3.1.0]hexane-2-carboxamide S1C=NC2=C1C=CC(=C2)CN(C(=O)[C@@H]2[C@@H]1C[C@@H]1CN2[S@](=O)(=NC)C2=CC=C(C=C2)C)C2CCC(CC2)(F)F